1-palmitoyl-2-oleoyl-sn-glycero-3-phospho-(r-rac-glycerol) C(CCCCCCCCCCCCCCC)(=O)OC[C@@H](OC(CCCCCCC\C=C/CCCCCCCC)=O)COP(=O)(O)OC[C@H](O)CO |&1:47|